1-(2,4-Dichlorophenyl)-5-isopropyl-pyrazol ClC1=C(C=CC(=C1)Cl)N1N=CC=C1C(C)C